NC1CN(C1)C=1C=CC=2N=CN=C(C2N1)NC1=CC(=C(C=C1)Cl)Cl 6-(3-aminoazetidin-1-yl)-N-(3,4-dichlorophenyl)pyrido[3,2-d]pyrimidin-4-amine